C(C)N(C1=CC(=C(C=C2C(C3=CC=CC=C3C2O)=O)C=C1)C)CC 2-(4'-diethylamino-2'-methylbenzylidene)-3-hydroxy-1-indenone